NC1=CC=C(C=C1)N(C(CN1C=NC=C1)=O)C N-(4-aminophenyl)-2-(1H-imidazol-1-yl)-N-methyl-acetamide